C1(=CC=C(C=C1)NC1=CC=2C3(C4=CC=CC=C4C2C=C1)C1=CC=CC=C1C=1C=CC=CC13)C1=CC=CC=C1 N-([1,1'-biphenyl]-4-yl)-9,9'-spirobi[fluorene]-2-amine